C(C(=O)C1=CC=C(C(=O)O)C=C1)(=O)O terephthalonic acid